FC(C(=O)N1CCOC2=C1C=C(C=C2)NC2=NC=C(C(=N2)NC=2C=C(C=CC2)NC(C=C)=O)F)(F)F N-(3-(2-(4-trifluoroacetyl-2,3-dihydrobenzo[1,4]oxazin-6-yl)amino-5-fluoropyrimidin-4-ylamino)phenyl)acrylamide